N-[3-(tridecyloxy)propyl]-1,3-propylenediamine C(CCCCCCCCCCCC)OCCCNCCCN